OC1[C@H](CCCC1)[C@]1(OC(CCC1)CO)C(=O)NCC1=C(C=CC=C1)C(F)(F)F (1S,2S)-2-hydroxycyclohexyl-6-(hydroxymethyl)-N-(2-(trifluoromethyl)benzyl)tetrahydro-2H-pyran-2-carboxamide